FC1(CN2C=3C(=C(SC3C(N[C@H](C2)[C@H]2OCCCC2)=O)C=2C=NNC2)C1)F (R)-4,4-difluoro-2-(1H-pyrazol-4-yl)-7-((S)-tetrahydro-2H-pyran-2-yl)-4,5,7,8-tetrahydro-3H-1-thia-5a,8-diazabenzo[cd]azulen-9(6H)-one